BrC1=CC2=C(N(C(N2C)=O)CCOC)C=C1 5-bromo-1-(2-methoxyethyl)-3-methylbenzimidazol-2-one